2-((2S,4R)-4-amino-1-(5-chlorobenzo[b]thiophene-2-carbonyl)pyrrolidin-2-yl)-N-((R)-6-guanidino-1-(methylamino)-1-oxohexan-2-yl)thiazole-4-carboxamide N[C@@H]1C[C@H](N(C1)C(=O)C1=CC2=C(S1)C=CC(=C2)Cl)C=2SC=C(N2)C(=O)N[C@@H](C(=O)NC)CCCCNC(=N)N